FC(C(=O)O)(F)F.N1CC(C1)C1=NN(C=C1)C1=C(C=C(C=C1)Cl)Cl 3-(azetidin-3-yl)-1-(2,4-dichlorophenyl)pyrazole, trifluoroacetate salt